C(CC(O)(C(=O)OCCC(CC(C)C)C)CC(=O)OCCC(CC(C)C)C)(=O)OCCC(CC(C)C)C Tri(3,5-dimethyl-1-hexyl) citrate